N1-[2-(2-Aminoethylamino)ethyl]-N3-[4-[4-(3,5-dichlorophenyl)piperazin-1-yl]sulfonylphenyl]-4-[methyl(methylsulfonyl)amino]benzene-1,3-dicarboxamide bis-trifluoroacetate FC(C(=O)O)(F)F.FC(C(=O)O)(F)F.NCCNCCNC(=O)C1=CC(=C(C=C1)N(S(=O)(=O)C)C)C(=O)NC1=CC=C(C=C1)S(=O)(=O)N1CCN(CC1)C1=CC(=CC(=C1)Cl)Cl